(S)-N-((S)-1-((S)-9-chloro-4-ethyl-8-fluoro-4-hydroxy-3,14-dioxo-3,4,12,14-tetrahydro-1H-pyrano[3',4':6,7]indolizino[1,2-b]quinolin-11-yl)ethyl)-2-cyclopropyl-2-hydroxyacetamide ClC1=CC=2C(=C3C(=NC2C=C1F)C1=CC2=C(C(N1C3)=O)COC([C@]2(O)CC)=O)[C@H](C)NC([C@@H](O)C2CC2)=O